ethyl hydroxy methyl triacrylate C(C=C)(=O)OCC.C(C=C)(=O)OC.C(C=C)(=O)OO